N4-(benzo[d]oxazolin-2(3H)-one-5-yl)-N2-[3-cyano-2-((1S,4S)-5-methyl-2,5-diazabicyclo[2.2.1]heptan-2-yl)pyridine-5-yl]-5-methyl-2,4-pyrimidinediamine O1C(NC2=C1C=CC(=C2)NC2=NC(=NC=C2C)NC=2C=C(C(=NC2)N2[C@@H]1CN([C@H](C2)C1)C)C#N)=O